FC1=C(CNO)C=C(C(=C1)Cl)C1=NC=C(C=C1Cl)C(F)(F)F N-(2-fluoro-5-(3-chloro-5-(trifluoromethyl)pyridin-2-yl)-4-chlorobenzyl)hydroxylamine